7-benzyl-5,6,7,8-tetrahydro-1,7-naphthyridin-2-ol C(C1=CC=CC=C1)N1CCC=2C=CC(=NC2C1)O